ClC1=CC=C(C=N1)CN1C=CC=C2C1=NC(N(C2=O)C2=CC(=CC=C2)OCC(F)(F)F)=O 8-((6-chloropyridin-3-yl)methyl)-3-(3-(2,2,2-trifluoroethoxy)phenyl)pyrido[2,3-d]pyrimidine-2,4(3H,8H)-dione